thiophen-2-ylmethyl (S)-5-fluoro-3-((R)-5-isopropyl-3-(isoquinolin-1-yl)-4,5-dihydroisoxazole-5-carboxamido)-4-oxopentanoate FCC([C@H](CC(=O)OCC=1SC=CC1)NC(=O)[C@@]1(CC(=NO1)C1=NC=CC2=CC=CC=C12)C(C)C)=O